(R)-N-(pyrrolidin-3-yl)methanesulfonamide N1C[C@@H](CC1)NS(=O)(=O)C